N-(1-(4-fluorophenyl)-6-(6-(2-methoxyethoxy)pyridin-3-yl)-1H-pyrazolo[3,4-d]pyrimidin-4-yl)-5-nitrothiophene-2-carboxamide FC1=CC=C(C=C1)N1N=CC=2C1=NC(=NC2NC(=O)C=2SC(=CC2)[N+](=O)[O-])C=2C=NC(=CC2)OCCOC